NC1=NC2=C(C=CC=C2C(=N1)C=1N=NN(C1)CC=1C(N(C=CC1)C)=O)OC 3-{[4-(2-amino-8-methoxy-4-quinazolinyl)-1H-1,2,3-triazol-1-yl]methyl}-1-methyl-1H-pyridin-2-one